4-(7-ethoxy-2,2-dimethyl-2,3-dihydrobenzofuran-5-yl)-1-methyl-3-ethyl-4-chloro-5-pyrazolecarboxamide C(C)OC1=CC(=CC=2CC(OC21)(C)C)C2(C(=NN(C2C(=O)N)C)CC)Cl